C(C)(C)(C)OC(=O)N[C@@H](CCC(=O)OC(C)(C)C)C(=O)OC1=CC=C(C=C1)C(F)(F)F 5-(tert-butyl) 1-(4-(trifluoromethyl)phenyl) (tert-butoxycarbonyl)-L-glutamate